CC1=CC=C(S1)[C@@H](CC(=O)O)C1(CC1)C(F)(F)F (S)-3-(5-methylthiophen-2-yl)-3-(1-(trifluoromethyl)cyclopropyl)propanoic acid